ClC1=CC=C(C=C1)N(C(OCC1CCC(CC1)C=O)=O)C1=CC=CC=C1 ((1s,4s)-4-formylcyclohexyl)methyl (4-chlorophenyl)(phenyl)carbamate